N1CCC12CC(C2)NC2=NC(=NC1=C(C(=C(C=C21)Cl)C2=CC=C(C1=C2N=C(S1)N)F)F)OC[C@]12CCCN2C[C@@H](C1)F 4-(4-((1-azaspiro[3.3]heptan-6-yl)amino)-6-chloro-8-fluoro-2-(((2R,7aS)-2-fluorotetrahydro-1H-pyrrolizin-7a(5H)-yl)methoxy)quinazolin-7-yl)-7-fluorobenzo[d]thiazol-2-amine